OCCOCCN1N=C(N=C1)C(=O)NCCO 1-(2-(2-hydroxyethoxy)ethyl)-N-(2-hydroxyethyl)-1H-1,2,4-triazole-3-carboxamide